1-(3-fluorophenyl)-1H-1,2,4-triazole-3-carboxylic acid FC=1C=C(C=CC1)N1N=C(N=C1)C(=O)O